COC(=O)C1=CN(C(C=C1NC(=O)OC(C)(C)C)=O)N1CCOCC1 4-((tert-Butoxycarbonyl)amino)-1-morpholino-6-oxo-1,6-dihydropyridine-3-carboxylic acid methyl ester